(S)-7-fluoro-2-((2-hydroxy-3-iodo-5,8-dihydro-1,7-naphthyridin-7(6H)-yl)methyl)-1-(oxetan-2-ylmethyl)-1H-benzo[d]imidazole-6-carboxylic acid methyl ester COC(=O)C=1C=CC2=C(N(C(=N2)CN2CCC=3C=C(C(=NC3C2)O)I)C[C@H]2OCC2)C1F